FC1=CC=C(OC2=CC=CC(=N2)S(=O)(=O)NC(=O)C=2C(=NC=CC2)N2C(CC(C2)C)(C)C)C=C1 N-[[6-(4-Fluorophenoxy)-2-pyridyl]sulfonyl]-2-(2,2,4-trimethylpyrrolidin-1-yl)pyridin-3-carboxamid